ClC=1C=C(C=CC1N(CC)CC)C#CC(C)NC(OC1=CC=CC=C1)=O phenyl (4-(3-chloro-4-(di-ethylamino)-phenyl)but-3-yn-2-yl)-carbamate